diethylaluminum C(C)[Al]CC